C1(CC1)C1=NC=NC(=C1C1=NC=C(C(=N1)NCC1=CC=C(C=C1)C=1N(C=C(N1)C(F)(F)F)C1CC1)P(C)(C)=O)OC (4'-cyclopropyl-4-((4-(1-cyclopropyl-4-(trifluoromethyl)-1H-imidazol-2-yl)benzyl)amino)-6'-methoxy-[2,5'-bipyrimidin]-5-yl)dimethylphosphine oxide